(3,4-dimethoxyphenyl)-4H-pyrido[1,2-a]pyrimidin COC=1C=C(C=CC1OC)C=1N=C2N(CC1)C=CC=C2